O.[Ca].[Si] silicon-calcium water